OCCNC1C(C=CC=C1)(NCCO)[N+](=O)[O-] N,N'-bis(2-hydroxyethyl)-2-nitro-phenylenediamine